COC1=C2C(C(OCC2=CC(=C1OC)OC)C[Se]C1=CC=CC=C1)C1=CC=C(C=C1)C 5,6,7-trimethoxy-3-((phenylseleno)methyl)-4-(p-tolyl)isochroman